methyl 3-(2-aminothiazol-5-yl)-3-(6-bromoimidazo[1,2-a]pyridin-3-yl)propanoate NC=1SC(=CN1)C(CC(=O)OC)C1=CN=C2N1C=C(C=C2)Br